ethyl α,α-difluoroacetate FC(C(=O)OCC)F